2-[(1RS)-1-methylpropyl]-2,4-dihydro-3H-1,2,4-triazole-3-one C[C@H](CC)N1N=CNC1=O |r|